FC(C1=CC=C(C=C1)[C@@H]1C[C@H](C1)OC=1C=C2C(=CNC2=CC1)NC(C1=CN=CC=C1)=O)(F)F N-(5-(trans-3-(4-(trifluoromethyl)phenyl)cyclobutoxy)-1H-indol-3-yl)nicotinamide